C(C)(C)(C)OC(=O)N1CC2(CN(C2)C(=O)[C@@H]2C(C2)(C)C)[C@@H](C1)C(=O)O (S)-6-(tert-butoxycarbonyl)-2-((S)-2,2-dimethylcyclopropane-1-carbonyl)-2,6-diazaspiro[3.4]octane-8-carboxylic acid